4-methylthiophene-2-carboxylate CC=1C=C(SC1)C(=O)[O-]